tris[4-(4-acetylphenyl)sulfanylphenyl]sulfonium C(C)(=O)C1=CC=C(C=C1)SC1=CC=C(C=C1)[S+](C1=CC=C(C=C1)SC1=CC=C(C=C1)C(C)=O)C1=CC=C(C=C1)SC1=CC=C(C=C1)C(C)=O